ClC=1C=C2C(=CN1)N(C(=C2C)C2=C(C=CC=C2)OC)C 5-chloro-2-(2-methoxyphenyl)-1,3-dimethylpyrrolo[2,3-c]pyridine